di-vinylstyrene C(=C)C(=CC1=CC=CC=C1)C=C